CN([C@@H]1CN(CCC1)C(C=C)=O)C=1N=CC2=C(N1)C(=NC=N2)NC2=CC(=C(C=C2)OC2=CC1=C(N(N=N1)C)C=C2)C (S)-1-(3-(methyl(8-((3-methyl-4-((1-methyl-1H-benzo[d][1,2,3]triazol-5-yl)oxy)phenyl)amino)pyrimido[5,4-d]pyrimidin-2-yl)amino)piperidin-1-yl)prop-2-en-1-one